5,7-dichloro-N-(2-nitrophenyl)benzo[d]oxazol-2-amine ClC=1C=C(C2=C(N=C(O2)NC2=C(C=CC=C2)[N+](=O)[O-])C1)Cl